6-[5-[(1S)-1-aminoethyl]-3-cyclopropyl-1,2,4-triazol-1-yl]pyridine-3-carbonitrile hydrochloride Cl.N[C@@H](C)C1=NC(=NN1C1=CC=C(C=N1)C#N)C1CC1